C(C)(C)(C)C1=NC(=NC(=C1)Cl)NS(=O)(=O)C1=CC=CC=C1 N-(4-tert-butyl-6-chloro-pyrimidin-2-yl)benzenesulfonamide